9-(benzoyloxymethyl)-9-(propionyloxymethyl)fluorene C(C1=CC=CC=C1)(=O)OCC1(C2=CC=CC=C2C=2C=CC=CC12)COC(CC)=O